FC1CC(C1)(C1=CC(=CC=C1)[N+](=O)[O-])CC=1N(C(=NN1)S)C 5-(((1R,3S)-3-fluoro-1-(3-nitrophenyl)cyclobutyl)methyl)-4-methyl-4H-1,2,4-triazole-3-thiol